5-{[{1-[(6-{4-[(4-acetyl-1-piperazinyl)carbonyl]phenoxy}-2-methyl-3-pyridinyl)methyl]-4-piperidinyl}(2-butyn-1-yl)carbamoyl]amino}-2,4-difluorobenzamide C(C)(=O)N1CCN(CC1)C(=O)C1=CC=C(OC2=CC=C(C(=N2)C)CN2CCC(CC2)N(C(=O)NC=2C(=CC(=C(C(=O)N)C2)F)F)CC#CC)C=C1